NC1=NC=CC(=N1)C1=C(N=C(S1)NC(=O)NC1=CC(=C(C=C1)CN1CCOCC1)C(F)(F)F)C 1-(5-(2-Aminopyrimidin-4-yl)-4-methylthiazol-2-yl)-3-(4-(morpholinomethyl)-3-(trifluoromethyl)phenyl)urea